C1(=CC=CC=C1)S(=O)(=O)O[C@@H](C)[C@@H](C)O |r| (2S,3R)- and (2R,3S)-3-hydroxybutan-2-yl benzenesulfonate